FC(C=1C=C(OC=2C=C3C(=NC2)C=CO3)C=CC1)(F)F 6-[3-(trifluoromethyl)phenoxy]furo[3,2-b]pyridine